oxepan O1CCCCCC1